C(C)(=O)C1=NC=C(C(=C1F)N1C(C(=C(C=C1C)O)Cl)=O)C 2'-acetyl-3-chloro-3'-fluoro-4-hydroxy-5',6-dimethyl-2H-[1,4'-bipyridyl]-2-one